CN1CC2=C(C=C(C=C2CC1)C=1C=C2C(=NC1)NC=C2C)C2N(CCC2)C(=O)[O-] 2-(2-methyl-6-(3-methyl-1H-pyrrolo[2,3-b]pyridin-5-yl)-1,2,3,4-Tetrahydroisoquinolin-8-yl)pyrrolidine-1-carboxylate